ethyl isothiocyanatoacetate N(=C=S)CC(=O)OCC